BrC1=CC(=C(OC[C@H](CC(C)C)NC(OC(C)(C)C)=O)C(=C1)F)F (S)-tert-butyl (1-(4-bromo-2,6-difluorophenoxy)-4-methylpentan-2-yl)carbamate